4-(4-Cyano-2,3-dihydrobenzofuran-7-yl)-5-cyclobutoxy-2,8-dimethyl-1,4-dihydro-1,6-naphthyridine-3-carboxylic acid benzyl ester C(C1=CC=CC=C1)OC(=O)C1=C(NC2=C(C=NC(=C2C1C1=CC=C(C=2CCOC21)C#N)OC2CCC2)C)C